tert-Butyl N-[(1S)-1-(4-cyanophenyl)ethyl]carbamate C(#N)C1=CC=C(C=C1)[C@H](C)NC(OC(C)(C)C)=O